tert-Butyl-(±)-trans-4-phenyl-N-[3-[(6-methylpyridin-3-yl)oxy]phenyl]pyrrolidine-3-carboxamide C(C)(C)(C)N1C[C@H]([C@@H](C1)C1=CC=CC=C1)C(=O)NC1=CC(=CC=C1)OC=1C=NC(=CC1)C |r|